CC1=NN(C2=NC=C(C=C21)NC(C=C)=O)C2=CC=C(C=C2)C(F)(F)F N-(3-methyl-1-(4-(trifluoromethyl)phenyl)-1H-pyrazolo[3,4-b]pyridin-5-yl)acrylamide